5-chloro-6-methoxynicotinic acid ClC=1C(=NC=C(C(=O)O)C1)OC